C1(CCC1)CNCC=1NC2=CC(=CC=C2C1)CNC(C1=CN=CC(=C1)N(C)C)=O N-((2-(((cyclobutylmethyl)amino)methyl)-1H-indol-6-yl)methyl)-5-(dimethylamino)nicotinamide